ClC=1C=C(C=CC1)[C@H](C)NC(=O)C=1N=C(SC1)C#C (S)-N-(1-(3-chlorophenyl)ethyl)-2-ethynyl-thiazole-4-carboxamide